triethoxybutoxytitanium C(C)OC(CCCO[Ti])(OCC)OCC